NC1=NC=2C=CC=C(C2C2=C1N=C(N2)COCC)OCCC(C)O 4-[[4-amino-2-(ethoxymethyl)-1H-imidazo[4,5-c]quinolin-9-yl]oxy]2-butanol